2-(2,6-dimethylpyridin-4-yl)-3-isopropyl-N-(tetrahydrofuran-3-yl)-5,6,7,8-tetrahydro-1H-pyrrolo[3,2-b]quinolin-6-amine CC1=NC(=CC(=C1)C1=C(C2=NC=3CC(CCC3C=C2N1)NC1COCC1)C(C)C)C